BrC=1C=CN2N=C(N=C(C21)N)Cl 5-bromo-2-chloropyrrolo[2,1-f][1,2,4]triazin-4-amine